C(=O)(O)CN(C1=C(C=CC(=C1)NC(=O)C1=CC(=CC=C1)OC)N(CC(=O)O)CC(=O)O)CC(=O)O N-{2-[bis(carboxymethyl)amino]-4-{[(3-methoxyphenyl)carbonyl]amino}phenyl}-N-(carboxymethyl)glycine